3-fluoro-2,4-diphenylbenzofuro[3,2-b]pyridine FC=1C(=C2C(=NC1C1=CC=CC=C1)C1=C(O2)C=CC=C1)C1=CC=CC=C1